(2E)-3-(1,3-benzodioxol-5-yl)-2-propylbromide O1COC2=C1C=CC(=C2)CC(C)Br